3-(methoxymethyl)-1H-pyrazole-5-carboxylic acid ethyl ester C(C)OC(=O)C1=CC(=NN1)COC